2-amino-5-(trifluoromethoxy)benzenethiol NC1=C(C=C(C=C1)OC(F)(F)F)S